CN1C(N(C=2C1=NC=C(C2)C2=CC(=CC=C2)C(F)(F)F)CC=2OC(=NN2)C)=O 3-methyl-1-[(5-methyl-1,3,4-oxadiazol-2-yl)methyl]-6-[3-(trifluoromethyl)phenyl]imidazo[4,5-b]pyridin-2-one